5-bromo-4,7-dichloro-2-(ethylthio)-8-fluoropyrido[4,3-d]pyrimidine BrC1=NC(=C(C=2N=C(N=C(C21)Cl)SCC)F)Cl